2-(((5-nitrothiazol-2-yl)amino)methylene)-5-phenylcyclohexane-1,3-dione [N+](=O)([O-])C1=CN=C(S1)NC=C1C(CC(CC1=O)C1=CC=CC=C1)=O